C[C@@H](CCC[C@H]1OC2=C(C=C1)C=C(C=C2)O)CCC[C@@H](CCCC(C)C)C 2-[(4R,8R)-4,8,12-trimethyltridecyl]-(2R)-2H-1-benzopyran-6-ol